C[C@@H]1N2N=CC(C3=NNC=4C=CC(OCCCOCC1)=CC34)=C2 (6S)-6-methyl-9,13-dioxa-4,5,18,19-tetraazatetracyclo[12.5.2.12,5.017,20]docosa-1(19),2(22),3,14(21),15,17(20)-hexaene